1-(4-iodophenyl)azetidin-2-one IC1=CC=C(C=C1)N1C(CC1)=O